NC=1SC2=C(C1C#N)C(=C(C=C2)F)C=2C1=C(C=3C(=NC(=NC3C2F)OC[C@@H]2OCCC2)N2C3CNCC2C3)COC1 2-Amino-4-[1-(3,6-diazabicyclo[3.1.1]heptan-6-yl)-5-fluoro-3-[[(2R)-tetrahydrofuran-2-yl]methoxy]-7,9-dihydrofuro[3,4-f]quinazolin-6-yl]-5-fluoro-benzothiophene-3-carbonitrile